N[C@H](CC1=C(C=2N=NC=C(C2S1)NCC=1SC=CC1OC)C)C 6-[(2S)-2-aminopropyl]-N-[(3-methoxythiophen-2-yl)methyl]-7-methylthieno[3,2-c]pyridazin-4-amine